FC(C1=NC(=NO1)C1=CC=C(C=C1)C(=O)N1CC2=CC=CC=C2CC1)F (4-(5-(difluoromethyl)-1,2,4-oxadiazol-3-yl)phenyl)(3,4-dihydroisoquinolin-2(1H)-yl)methanone